2-((1r,4S)-4-ethoxycyclohexylamino)-4-((1S,2R)-2-hydroxycyclopentylamino)pyrimidine-5-carboxamide C(C)OC1CCC(CC1)NC1=NC=C(C(=N1)N[C@@H]1[C@@H](CCC1)O)C(=O)N